CNCC12CN(CC(C1)C2)C(=O)OC(C)(C)C tert-butyl 1-(methylaminomethyl)-3-azabicyclo[3.1.1]heptane-3-carboxylate